methyl 4-[({4-[2-(4-chloro-2-fluorophenyl)-2-methyl-1,3-benzodioxol-4-yl]piperidin-1-yl}acetyl)amino]-3-{[2-(dimethylamino)ethyl]amino}benzoate ClC1=CC(=C(C=C1)C1(OC2=C(O1)C=CC=C2C2CCN(CC2)CC(=O)NC2=C(C=C(C(=O)OC)C=C2)NCCN(C)C)C)F